N(=C=O)C1CCCCCC1 Isocyanatocycloheptane